tert-butyl (3S)-3-[(8-carbamoyl-6-{3,5-difluoro-4-[(1-hydroxycyclobutyl)methoxy]phenyl}pyrido[3,2-d]pyrimidin-4-yl)amino]piperidine-1-carboxylate C(N)(=O)C1=CC(=NC2=C1N=CN=C2N[C@@H]2CN(CCC2)C(=O)OC(C)(C)C)C2=CC(=C(C(=C2)F)OCC2(CCC2)O)F